14,14-difluoro-6-iodo-2λ6,5-dithia-3,17,20,26-tetrazatetracyclo[19.3.1.14,7.08,13]hexacosa-1(25),4(26),6,8,10,12,21,23-octaene 2,2-dioxide FC1(C2=CC=CC=C2C2=C(SC(NS(C=3C=CC=C(NCCNCC1)C3)(=O)=O)=N2)I)F